(S)-2-amino-2-(4-chlorophenyl)-N-((R)-8,9-difluoro-6-oxo-1,4,5,6-tetrahydro-2H-pyrano[3,4-c]isoquinolin-1-yl)-N-methylacetamide N[C@H](C(=O)N(C)[C@H]1COCC=2NC(C=3C=C(C(=CC3C21)F)F)=O)C2=CC=C(C=C2)Cl